4-(1-(2-Chloro-4-(((4-cyanocyclohexyl)amino)methyl)phenyl)-1H-pyrazol-4-yl)-2-((1-(methylsulfonyl)piperidin-4-yl)amino)pyrimidine-5-carbonitrile ClC1=C(C=CC(=C1)CNC1CCC(CC1)C#N)N1N=CC(=C1)C1=NC(=NC=C1C#N)NC1CCN(CC1)S(=O)(=O)C